ClC=1C=C2C=C(NC2=CC1C1=NC(=C(C=C1)OC)F)CNC(=O)C1(CC1)OC N-{[5-chloro-6-(6-fluoro-5-methoxy-2-pyridyl)-2-indolyl]methyl}1-methoxycyclopropanecarboxamide